O1[C@H](CCC=C1)CO |r| racemic-(3,4-dihydro-2H-pyran-2-yl)methanol